di-ammonium hydroxide [OH-].[NH4+].[NH4+].[OH-]